8-(6-(1-(2-(4,4-dimethylpiperidin-1-yl)ethoxy)-2,2,2-trifluoroethyl)pyridin-3-yl)-1-(3-methoxycyclobutyl)-3-methyl-1,3-dihydro-2H-imidazo[4,5-c]cinnolin-2-one CC1(CCN(CC1)CCOC(C(F)(F)F)C1=CC=C(C=N1)C1=CC=2C3=C(N=NC2C=C1)N(C(N3C3CC(C3)OC)=O)C)C